6-bromo-5-methoxynicotinic acid BrC1=NC=C(C(=O)O)C=C1OC